2-chloro-4-fluoro-3-methyl-1-nitrobenzene ClC1=C(C=CC(=C1C)F)[N+](=O)[O-]